N2-{2-[3-(trifluoromethoxy)phenyl][1,2,4]triazolo[1,5-c]quinazolin-5-yl}-D-serinamide FC(OC=1C=C(C=CC1)C1=NN2C(=NC=3C=CC=CC3C2=N1)N[C@H](CO)C(=O)N)(F)F